NC(C(=O)NCCC(=O)O)CCCCN 2,6-diaminocaproyl-beta-alanine